CN1C(=C(C=CC1=O)C1=C(C=C(C=C1)NC([C@H](C1CCC(CC1)C)NC(OC(C)(C)C)=O)=O)F)C tert-butyl ((S)-2-((4-(1,2-dimethyl-6-oxo-1,6-dihydropyridin-3-yl)-3-fluorophenyl)amino)-1-((1r,4S)-4-methylcyclohexyl)-2-oxoethyl)carbamate